N-(2-ethoxyphenyl)-N-(2-ethylphenyl)ethanediamide C(C)OC1=C(C=CC=C1)N(C(C(=O)N)=O)C1=C(C=CC=C1)CC